FC1=CC=C(C=C1)N(C(=O)OC1=C(C=C(C=C1C(F)(F)F)C(F)(F)F)N1C(N(CC1)CC1(CN(C1)C(=O)OC(C)(C)C)O)=O)C tert-butyl 3-((3-(2-(((4-fluorophenyl)(methyl)carbamoyl)oxy)-3,5-bis(trifluoromethyl)phenyl)-2-oxoimidazolidin-1-yl)methyl)-3-hydroxyazetidine-1-carboxylate